5-((S)-2-(2-Chlorophenyl)pyrrolidin-1-yl)-N-((R,E)-4-(methylsulfonyl)but-3-en-2-yl)-3-(trifluoromethyl)picolinamide ClC1=C(C=CC=C1)[C@H]1N(CCC1)C=1C=C(C(=NC1)C(=O)N[C@H](C)\C=C\S(=O)(=O)C)C(F)(F)F